N1N=C(C=C1)C1=CC=C(N)C=C1 4-(1H-pyrazol-3-yl)aniline